BrC1=CC(=NC=C1)N1C[C@]2(CC1)NCCOC2 (S)-2-(4-bromopyridin-2-yl)-9-oxa-2,6-diazaspiro[4.5]decane